((7aR,8R,10R,10aR)-10-(4-aminopyrrolo[2,1-f][1,2,4]triazin-7-yl)-10-cyano-2,6-dioxooctahydro-2H-furo[3,4-b][1,4]dioxonin-8-yl)methyl isopropyl carbonate C(OC[C@H]1O[C@@]([C@@H]2OC(CCCC(O[C@@H]21)=O)=O)(C#N)C2=CC=C1C(=NC=NN12)N)(OC(C)C)=O